C(C)(C)(C)C=1N=C(C2=C(N1)N(N=N2)CC2=C(C=CC=C2)S(=O)(=O)F)N2CC(CC2)(F)F 2-{[5-tert-butyl-7-(3,3-difluoropyrrolidin-1-yl)-3H-[1,2,3]triazolo[4,5-d]pyrimidin-3-yl]methyl}benzene-1-sulfonylfluoride